C(CCCCCCCCCCCCCCCCCCCCCCCCCCC(C)C)NC(=O)N isotriacontylurea